(S)-6-methoxy-N-((6-methyl-5-(pyrazolo[1,5-a]pyridin-5-yl)-2,3-dihydro-1H-inden-4-yl)carbamoyl)-6,7-dihydro-5H-pyrazolo[5,1-b][1,3]oxazine-3-sulfonamide CO[C@H]1CN2C(OC1)=C(C=N2)S(=O)(=O)NC(NC2=C1CCCC1=CC(=C2C2=CC=1N(C=C2)N=CC1)C)=O